(1R,3R,5S)-8-methyl-8-azabicyclo[3.2.1]oct-3-yl 3-hydroxy-2-phenylpropionate OCC(C(=O)OC1C[C@H]2CC[C@@H](C1)N2C)C2=CC=CC=C2